CC(CCC)(C)C=1NC=C[N+]1C 1,1-dimethylbutyl-3-methylimidazolium